2-(4-(4-((3-chlorobenzyl)amino)-6-(3,5-dimethylisoxazol-4-yl)quinazolin-2-yl)-1H-pyrazol-1-yl)acetonitrile ClC=1C=C(CNC2=NC(=NC3=CC=C(C=C23)C=2C(=NOC2C)C)C=2C=NN(C2)CC#N)C=CC1